6-(2-(3-Methyl-3H-diazirin-3-yl)ethoxy)-N2,N4-bis(3-(triethoxysilyl)propyl)-1,3,5-triazine-2,4-diamine CC1(N=N1)CCOC1=NC(=NC(=N1)NCCC[Si](OCC)(OCC)OCC)NCCC[Si](OCC)(OCC)OCC